C[C@H]1C(O[C@H](C(O1)=O)C)=O (3S-cis)-3,6-dimethyl-1,4-dioxane-2,5-dione